4-azido-3-nitrobenzyl bromide N(=[N+]=[N-])C1=C(C=C(CBr)C=C1)[N+](=O)[O-]